NCC=1C=C(C=CC1)C=1C=CC2=C(C(=C(O2)CO)COC2=C(C=CC=C2)CC(=O)OCC)C1 ethyl 2-(2-((5-(3-(aminomethyl)phenyl)-2-(hydroxymethyl)benzofuran-3-yl)methoxy)phenyl)acetate